tert-butyl N-[2-[(3-chloro-2-fluoro-phenyl)methyl-(2-methylsulfanylethyl)amino]ethyl]carbamate ClC=1C(=C(C=CC1)CN(CCNC(OC(C)(C)C)=O)CCSC)F